Cl.FC(C(=O)N1CCNCC1)(F)F 2,2,2-trifluoro-1-(piperazin-1-yl)ethanone hydrochloride